C(#N)CCSC(=S)N1CCOCC1 4-morpholinodithiocarboxylic acid cyanoethyl ester